Triheptylsuccinate C(CCCCCC)C(C(C(=O)[O-])(CCCCCCC)CCCCCCC)C(=O)[O-]